3-(6-oxo-1'-((1-phenyl-1H-1,2,4-triazol-5-yl)methyl)-6,8-dihydro-2H,7H-spiro[furo[2,3-e]isoindole-3,4'-piperidin]-7-yl)piperidine-2,6-dione O=C1N(CC2=C3C(=CC=C12)C1(CCN(CC1)CC1=NC=NN1C1=CC=CC=C1)CO3)C3C(NC(CC3)=O)=O